OCCOCCOCCOCCOCCOCCOCCOCCOC=1C=C(C=CC1)CC(=O)NC=1SC(=C(N1)C=1C=C2CCN(C2=CC1)C(C1=C(C=CC=C1)C)=O)C 2-(3-((23-hydroxy-3,6,9,12,15,18,21-heptaoxatricosyl)oxy)phenyl)-N-(5-methyl-4-(1-(2-methylbenzoyl)indolin-5-yl)thiazol-2-yl)acetamide